1-{bicyclo[1.1.1]pentan-1-yl}-4-iodopyrazole C12(CC(C1)C2)N2N=CC(=C2)I